ClC=1C(=C(C(=NC1)C(C)(C)N)F)C 2-(5-chloro-3-fluoro-4-methylpyridin-2-yl)propan-2-amine